CN(\C=C(/C(=O)OC)\CC1=NOC(=C1)C1=CC(=C(C=C1)F)OC)C Methyl (Z)-3-(dimethylamino)-2-((5-(4-fluoro-3-methoxyphenyl)isoxazol-3-yl)methyl)acrylate